3-ethyl-2-((R)-1-((R)-5-methyl-1,4-diazepan-1-yl)butyl)-6-(trifluoromethyl)quinazolin-4(3H)-one C(C)N1C(=NC2=CC=C(C=C2C1=O)C(F)(F)F)[C@@H](CCC)N1CCN[C@@H](CC1)C